2,4-difluoronitrobenzenemethanol FC1=C(C=CC(=C1[N+](=O)[O-])F)CO